N(=C=S)C=1C=CC=C2C(=C(NC12)C1=CC=CC=C1)C(C[N+](=O)[O-])C1=CC=CC=C1 7-isothiocyanato-3-(2-nitro-1-phenylethyl)-2-phenyl-1H-indole